tetrazen N=NNN